6-bromo-2-chloro-3-methoxybenzoic acid BrC1=CC=C(C(=C1C(=O)O)Cl)OC